2-((1-(4-chlorobenzyl)piperidin-4-yl)methyl)-4-phenylpyridazin-3(2H)-one hydrochloride Cl.ClC1=CC=C(CN2CCC(CC2)CN2N=CC=C(C2=O)C2=CC=CC=C2)C=C1